O[C@H]1C[C@@H](CC1)NC1=NN=C(C2=CC=CC=C12)C1=C(C=C(C=C1)S(=O)(=O)C)O 2-[4-[[(1r,3r)-3-hydroxycyclopentyl]amino]phthalazin-1-yl]-5-methylsulfonyl-phenol